N[C@@H](CCC(=O)N[C@@H](CC(C)C)C(=O)O)C(=O)O γ-Glutamyl-leucine